CCC(CC)N 3-pentylamine